6-(azetidin-1-ylmethyl)-2-cyclopropyl-N-(3-{3-[(4-methyl-1,2,4-triazol-3-yl)methyl]oxetan-3-yl}phenyl)pyrimidine-4-carboxamide N1(CCC1)CC1=CC(=NC(=N1)C1CC1)C(=O)NC1=CC(=CC=C1)C1(COC1)CC1=NN=CN1C